C1(=C(C(=CC=C1)C(=O)NCCSSCCNC(OC(C)(C)C)=O)C(=O)NCCSSCCNC(OC(C)(C)C)=O)C(=O)NCCSSCCNC(OC(C)(C)C)=O tri-tert-butyl ((((benzenetricarbonyltris-(azanediyl))tris(ethane-2,1-diyl))tris-(disulfanediyl))tris(ethane-2,1-diyl))-tricarbamate